COC=1C=C(C=CC1)C=1N=NN(C1)C=1C=C2CN(C(C2=CC1)=O)C1C(NC(CC1)=O)=O 3-(5-(4-(3-methoxyphenyl)-1H-1,2,3-triazol-1-yl)-1-oxoisoindolin-2-yl)piperidine-2,6-dione